acryloyloxyethyl-Tetrahydrophthalic acid C(C=C)(=O)OCCC1(C(=O)O)C(C(=O)O)CCC=C1